C(#C)C1=C2C(=CC(=CC2=CC=C1F)O)C1=C(C=2N=C(N=C(C2C=N1)N1CCOCCC1)OCC12CCN(C2CCCC1)C)F 5-ethynyl-6-fluoro-4-{8-fluoro-2-[(1-methyl-octahydro-1H-indol-3a-yl)methoxy]-4-(1,4-oxazepan-4-yl)pyrido[4,3-d]pyrimidin-7-yl}naphthalen-2-ol